OCCN(CCCN(CCC(=O)[O-])CCC(=O)OCCCCCCCCCCCCCCCCCCCCC)CCC(OCCCCCCCCCCC)=C=O Heneicosyl 3,3'-((3-((2-hydroxyethyl)(3-carbonyl-3-(undecanyloxy)propyl)amino)propyl)azanediyl)dipropionate